N-{4-[1-(hydroxymethyl)cyclopropyl]phenyl}-2-[(4-methyl-4H-1,2,4-triazol-3-yl)sulfanyl]-5-nitrobenzamide OCC1(CC1)C1=CC=C(C=C1)NC(C1=C(C=CC(=C1)[N+](=O)[O-])SC1=NN=CN1C)=O